NC=1N=NC(=CC1C1=CC=C(C=C1)N1CCN(CC1)C1CCC(CC1)N1CCN(CC1)C=1C=C2C(N(C(C2=CC1F)=O)C1C(NC(CC1)=O)=O)=O)C1=C(C=CC=C1)O 5-(4-(4-(4-(4-(3-amino-6-(2-hydroxyphenyl)pyridazin-4-yl)phenyl)piperazin-1-yl)cyclohexyl)piperazin-1-yl)-2-(2,6-dioxopiperidin-3-yl)-6-fluoroisoindoline-1,3-dione